FC(C(C(=O)OCC)(C)C)(C)F Ethyl 3,3-difluoro-2,2-dimethylbutyrate